BrC1(COCOC1)[N+](=O)[O-] 5-bromo-5-nitro-1,3-dioxacyclohexane